FC(C=1N=CC(=NC1)O)(F)F 5-(trifluoromethyl)pyrazin-2-ol